C1(=CC=CC=C1)[C@@H](C)OC(=O)C=1[C@H]2C3=CC=CC=C3[C@@H](C1)O2 (1R,8R)-11-Oxa-tricyclo[6.2.1.02,7]undeca-2,4,6,9-tetraene-9-carboxylic acid (R)-1-phenyl-ethyl ester